4-(cyclobutylamino)-2-((8-(4-morpholino-piperidine-1-carbonyl)-2,3-dihydrobenzo[b][1,4]dioxin-5-yl)amino)-7H-pyrrolo[2,3-d]pyrimidine-5-carbonitrile C1(CCC1)NC=1C2=C(N=C(N1)NC1=CC=C(C=3OCCOC31)C(=O)N3CCC(CC3)N3CCOCC3)NC=C2C#N